N6-[(2R)-2-amino-2-cyclohexylethyl]-N4-tert-butyl-1-methyl-1H-pyrazolo[3,4-d]pyrimidine-4,6-diamine N[C@@H](CNC1=NC(=C2C(=N1)N(N=C2)C)NC(C)(C)C)C2CCCCC2